C1(CC1)C1=CC(=CC(=N1)N1C=NC2=C(C1=O)NC(=C2)CNCCOC)C2=C(C=C(C=C2)F)C2=NN=CN2C 3-[6-cyclopropyl-4-[4-fluoro-2-(4-methyl-1,2,4-triazol-3-yl)phenyl]pyridin-2-yl]-6-[(2-methoxyethylamino)methyl]-5H-pyrrolo[3,2-d]pyrimidin-4-one